COC(C1=CC(=C(C=C1)[N+](=O)[O-])NCCCOC1=NC=C(C=C1Cl)Cl)=O.CC1(CCN(CC1)C1=C(C=CC=C1C)NS(=O)(=O)C=1SC(=CC1)SC(C)C)C N-(2-(4,4-dimethylpiperidin-1-yl)-3-methylphenyl)-5-(isopropylthio)thiophene-2-sulfonamide methyl-3-((3-((3,5-dichloropyridin-2-yl)oxy)propyl)amino)-4-nitrobenzoate